6-azabicyclo[3.2.1]octan-3-ol C12CC(CC(NC1)C2)O